O=C1NCC2=CC=CC=C12 oxo-2,3-dihydro-1H-isoindol